FC=1C=C(N)C=C(C1C=1C=NC=C(C1)OC)C=1N=NN(N1)C(C1=CC=CC=C1)(C1=CC=CC=C1)C1=CC=CC=C1 3-fluoro-4-(5-methoxypyridin-3-yl)-5-(2-trityl-2H-tetrazol-5-yl)aniline